C(C)(C)C1=CC=C(C=C1)C=1N=C2N(C=CC=N2)C1CN1C2CCN(C(C1)CC2)C=O [6-{[2-(4-isopropylphenyl)imidazo[1,2-a]pyrimidin-3-yl]methyl}-2,6-diazabicyclo[3.2.2]non-2-yl]methanone